N-(5-((2,3-dihydroimidazo[1,2-c]quinazolin-9-yl)oxy)-2-fluorophenyl)-2-oxooxazolidine-3-sulfonamide N=1CCN2C=NC=3C=CC(=CC3C21)OC=2C=CC(=C(C2)NS(=O)(=O)N2C(OCC2)=O)F